ClC1=CC(=C(N=N1)N[C@H]1CN(CCC1)C)N (R)-6-chloro-N3-(1-methylpiperidin-3-yl)pyridazine-3,4-diamine